FC1=C(C=2CCCC2C=C1C(C)C)N 5-fluoro-6-isopropyl-2,3-dihydro-1H-indene-4-amine